C(#N)C=1C=C(C=CC1OC(C)C)C1=NC(=NO1)C1=CC=C(C2=CC=CC=C12)CN[C@H]1C[C@H](C1)C(=O)O (cis)-3-(((4-(5-(3-cyano-4-isopropyloxyphenyl)-1,2,4-oxadiazol-3-yl)naphthalen-1-yl)methyl)amino)cyclobutane-1-carboxylic acid